[7-(4-aminocinnolin-7-yl)-2,3-dihydro-1-benzofuran-5-yl]boronic Acid Formic Acid Salt C(=O)O.NC1=CN=NC2=CC(=CC=C12)C1=CC(=CC=2CCOC21)B(O)O